formamidothiazoleacetic acid C(=O)NC=1N=C(SC1)CC(=O)O